dimercapto-1-propanesulfonic acid SC(CC)(S(=O)(=O)O)S